3-((7-(5-(Difluoromethyl)-1H-pyrazol-4-yl)-4-oxoquinazolin-3(4H)-yl)methyl)-N-methylbenzamide FC(C1=C(C=NN1)C1=CC=C2C(N(C=NC2=C1)CC=1C=C(C(=O)NC)C=CC1)=O)F